FC1=C(C(=CC=C1)F)NC(=O)NC1CN(C(C1)=O)C1=CC=C(C=C1)F 1-(2,6-difluorophenyl)-3-[1-(4-fluorophenyl)-5-oxopyrrolidin-3-yl]urea